tert-butyl ((4-(4,4,5,5-tetramethyl-1,3,2-dioxaborolan-2-yl)pyridin-2-yl)methyl)carbamate CC1(OB(OC1(C)C)C1=CC(=NC=C1)CNC(OC(C)(C)C)=O)C